tert-butyl 3-bromo-11-fluoro-2-hydrazineyl-7,12-dihydrobenzo[g]pyrido[3,2-c][1,5]oxazonine-13(5H)-carboxylate BrC1=CC=2COCC3=C(CN(C2N=C1NN)C(=O)OC(C)(C)C)C(=CC=C3)F